The molecule is a member of the class of pyrimidones that is 5,6-diamino-5-[(4-hydroxyphenyl)methyl]pyrimidine-2,4-dione in which the imino hydrogen at position 6 is replaced by a D-ribityl group. It is a pyrimidone, a member of phenols and a primary amino compound. It derives from a ribitol. It is a conjugate base of a 5-amino-5-(4-hydroxybenzyl)-6-(D-ribitylimino)-5,6-dihydrouracil(1+). C1=CC(=CC=C1CC2(C(=NC[C@@H]([C@@H]([C@@H](CO)O)O)O)NC(=O)NC2=O)N)O